4-amino-7-fluoro-N-((4S)-7-methoxy-3,4-dihydro-1H-2-benzopyran-4-yl)-N,1-dimethyl-1H-pyrazolo[4,3-c]quinoline-8-carboxamide NC1=NC=2C=C(C(=CC2C2=C1C=NN2C)C(=O)N(C)[C@@H]2COCC1=C2C=CC(=C1)OC)F